C(CCC)N1C(N(C(C(C1=O)=C(N)N)=O)C1CCC2(CC(C2)NC)CC1)=O Butyl-5-(diaminomethylene)-3-(2-(methylamino)spiro[3.5]nonan-7-yl)pyrimidine-2,4,6(1H,3H,5H)-trione